F[C@H]1[C@H](C1)C(=O)NC1=NC=C2C=C(N3C(C2=C1)=CN=C3)C=3C=NC(=CC3C)[C@H](CC)O (1R,2R)-2-fluoro-N-(5-(6-((S)-1-hydroxypropyl)-4-methylpyridin-3-yl)imidazo[5,1-a][2,6]naphthyridin-9-yl)cyclopropane-1-carboxamide